bis(2,6-di-t-butylphenyl)pentaerythritol diphosphite OP(O)OP(O)O.C(C)(C)(C)C1=C(C(=CC=C1)C(C)(C)C)C(O)(C(CO)(CO)CO)C1=C(C=CC=C1C(C)(C)C)C(C)(C)C